N[C@H]1[C@@H](OCCC1)C1=C(C2=NC(=CC(=C2S1)NCC1=C(C=CC=C1)F)Cl)Br 2-((2r,3r)-3-aminotetrahydro-2H-pyran-2-yl)-3-bromo-5-chloro-N-(2-fluorobenzyl)thieno[3,2-b]pyridin-7-amine